(S)-2-((S)-4,4-difluoro-3-(6-oxo-1,6-dihydropyridin-3-yl)piperidin-1-yl)-N-(5-(3,4-difluorophenoxy)pyridin-2-yl)propanamide sodium [Na].FC1([C@H](CN(CC1)[C@H](C(=O)NC1=NC=C(C=C1)OC1=CC(=C(C=C1)F)F)C)C1=CNC(C=C1)=O)F